(2R)-2-[5-(2,5-Dimethylphenyl)-1,2,4-oxadiazol-3-yl]-1,1-difluoro-6-azaspiro[2.5]octan-6-sulfonamid CC1=C(C=C(C=C1)C)C1=NC(=NO1)[C@@H]1C(C12CCN(CC2)S(=O)(=O)N)(F)F